Zinc semicarbazide NNC(=O)N.[Zn]